C(C)S=C([O-])N1CCCCCC1 S-ethylazacycloheptane-1-thiocarboxylate